(6-(4-(3H-imidazo[4,5-b]pyridin-7-yl)-1H-pyrazol-1-yl)pyridin-3-yl)-2-cyclopropyl-N-(2,2,2-trifluoroethyl)acetamide N1=CNC2=NC=CC(=C21)C=2C=NN(C2)C2=CC=C(C=N2)C(C(=O)NCC(F)(F)F)C2CC2